1-(4-bromo-2-methoxybenzyl)-3-(4-methoxy-3-(pentyloxy)phenyl)tetrahydropyrimidin-2(1H)-one BrC1=CC(=C(CN2C(N(CCC2)C2=CC(=C(C=C2)OC)OCCCCC)=O)C=C1)OC